FC(C1=NN(C=C1NC(=O)C=1N=C(SC1)C=1C=NNC1)C1CCC(CC1)N1CCNCC1)F N-(3-(difluoromethyl)-1-((1r,4r)-4-(piperazin-1-yl)cyclohexyl)-1H-pyrazol-4-yl)-2-(1H-pyrazol-4-yl)thiazole-4-carboxamide